OC1(CC1)CNC(=O)C=1C=NN2C1N=CC=C2NC N-((1-hydroxycyclopropyl)methyl)-7-(methylamino)pyrazolo[1,5-a]pyrimidine-3-carboxamide